tri-2,5-xylylphosphine C1(=C(C=CC(=C1)C)C)P(C1=C(C=CC(=C1)C)C)C1=C(C=CC(=C1)C)C